C1(CC1)C1=NC=NC(=C1C=1N=C(C2=C(N1)CN(C2=O)CC2=C(C=C(C=C2)OC)OC)NCC2=CC=C(C=C2)N2N=C(C=C2C)C(F)(F)F)OC 2-(4-cyclopropyl-6-methoxypyrimidin-5-yl)-6-(2,4-dimethoxybenzyl)-4-((4-(5-methyl-3-(trifluoromethyl)-1H-pyrazol-1-yl)benzyl)amino)-6,7-dihydro-5H-pyrrolo[3,4-d]pyrimidin-5-one